(2,5-dioxopyrrolidin-1-yl) 4-(2-azatricyclo[10.4.0.04,9]hexadeca-1(16),4,6,8,12,14-hexaen-10-yn-2-yl)-4-oxobutanoate C=12N(CC3=CC=CC=C3C#CC2=CC=CC1)C(CCC(=O)ON1C(CCC1=O)=O)=O